NC=1C2=C(N=CN1)N(C(=C2C2=CSC(=C2)CN2CCOCC2)C2CN(CC2)CC=C)C 1-(3-(4-amino-7-methyl-5-(5-(morpholino-methyl)thiophen-3-yl)-7H-pyrrolo[2,3-d]pyrimidin-6-yl)pyrrolidin-1-yl)prop-2-en